Triazole Thiophosphate P(=S)(O)(O)O.N1N=NC=C1